FC1=CC=C(C=C1)C=1CCN(CC1)C(CCC=1NC(C=2C=CC=NC2C1)=O)=O 7-(3-(4-(4-fluorophenyl)-3,6-dihydropyridin-1(2H)-yl)-3-oxopropyl)-1,6-naphthyridin-5(6H)-one